[Mg+2].I(=O)(=O)[O-].I(=O)(=O)[O-] Iodate magnesium salt